C1(CCC1)CN(C)CC=1C=C(C2=C(N=C(O2)C=2C=C(C=CC2)C2=C(C=C(C=C2)F)C2=NN=CN2C)C1)C(F)(F)F 1-cyclobutyl-N-((2-(4'-fluoro-2'-(4-methyl-4H-1,2,4-triazol-3-yl)-[1,1'-biphenyl]-3-yl)-7-(trifluoromethyl)benzo[d]oxazol-5-yl)methyl)-N-methyl-methylamine